6-methylpyridin-3(2H)-one CC=1C=CC(CN1)=O